(4-((2S,3R,4R,5R)-2,3,4,5,6-pentahydroxyhexyl)piperazin-1-yl)ethan-1-one O[C@@H](CN1CCN(CC1)C(C)=O)[C@H]([C@@H]([C@@H](CO)O)O)O